(4-(1H-indol-3-yl)-5-(trifluoromethyl)pyrimidin-2-yl)-2-(4-(1-propenoyl-1,2,5,6-tetrahydropyridin-3-yl)-1H-pyrazol-1-yl)propanamide N1C=C(C2=CC=CC=C12)C1=NC(=NC=C1C(F)(F)F)C(C(=O)N)(C)N1N=CC(=C1)C=1CN(CCC1)C(C=C)=O